(R)-tert-butyl 2-(tert-butoxycarbonylamino)-5-hydroxypentanoate C(C)(C)(C)OC(=O)N[C@@H](C(=O)OC(C)(C)C)CCCO